BrC1=NC=CC(=C1)N(CCO)C 2-[(2-bromo-4-pyridyl)-methyl-amino]ethanol